C(C1=CC=CC=C1)N1C(C(=CC(=C1)C(=O)O)C(=O)NC)=O 1-benzyl-N-methyl-2-oxo-1,2-dihydropyridine-3,5-dicarboxylic acid amide